NC1=C(C=C(C=C1)F)N1CCN(CC1)C(CO)=O 1-[4-(2-amino-5-fluoro-phenyl)piperazin-1-yl]-2-hydroxy-ethanone